5-(3,3,3-trifluoropropyl)thiophene-2-carboxylic acid FC(CCC1=CC=C(S1)C(=O)O)(F)F